The molecule is a sesquiterpenoid compound which is used as a drug for treatment of malaria. It has a role as an antimalarial. C[C@@H]1CC[C@H]2[C@H](C(O[C@H]3[C@@]24[C@H]1CC[C@](O3)(OO4)C)O)C